1,3-Diacetylbenzene C(C)(=O)C1=CC(=CC=C1)C(C)=O